C(C)C=1C=C(C=CC1B1OC(C(O1)(C)C)(C)C)C1CCN(CC1)C(=O)OC(C)(C)C tert-butyl 4-(3-ethyl-4-(4,4,5,5-tetramethyl-1,3,2-dioxaborolan-2-yl)phenyl)piperidine-1-carboxylate